7,8,9,10-tetrahydro-6H-cyclohepta[b]Benzofuran-2-ol C1=C(C=CC2=C1C1=C(O2)CCCCC1)O